ClC1=CC(=C(C=C1)C1=CC=C(C=N1)C1CN(C1)C(=O)N1C[C@H](CC1)C(=O)N)S(=O)(=O)C (3S)-1-[3-[6-(4-chloro-2-methylsulfonyl-phenyl)-3-pyridinyl]azetidine-1-carbonyl]pyrrolidine-3-carboxamide